1-benzyl-pyrrolidine-3,4-dicarboxylic acid dimethyl ester COC(=O)C1CN(CC1C(=O)OC)CC1=CC=CC=C1